4-[(2,6-Dichloro-4-pyridyl)-difluoro-methyl]-N-(2-pyrrolidin-1-ylethyl)cyclohexanecarboxamide ClC1=NC(=CC(=C1)C(C1CCC(CC1)C(=O)NCCN1CCCC1)(F)F)Cl